(2-(4-fluorophenyl)-2-oxoethyl)triphenylphosphonium bromide [Br-].FC1=CC=C(C=C1)C(C[P+](C1=CC=CC=C1)(C1=CC=CC=C1)C1=CC=CC=C1)=O